O[C@@H](CNC1COC2(C1)CCN(CC2)S(=O)(=O)C=2C=C(C=CC2)C2=CC=C(C=C2)C(N)=N)COC2=CC(=CC=C2)S(NC)(=O)=O 3'-(3-((S)-2-hydroxy-3-(3-(N-methylsulfamoyl)phenoxy)propylamino)-1-oxa-8-azaspiro[4.5]decan-8-ylsulfonyl)biphenyl-4-carboximidamide